(2S,6R)-2-(1-cyclopropyl-1H-pyrazol-4-yl)-4-(6,7-dimethyl-4-(5-methylthiophen-2-yl)pteridin-2-yl)-6-methylmorpholine C1(CC1)N1N=CC(=C1)[C@H]1CN(C[C@H](O1)C)C1=NC2=NC(=C(N=C2C(=N1)C=1SC(=CC1)C)C)C